[V].[Ba].[Al].[Si] silicon-aluminum-barium-vanadium